(3R)-1-(azetidin-3-ylmethyl)-3-fluoro-pyrrolidine dihydrochloride Cl.Cl.N1CC(C1)CN1C[C@@H](CC1)F